benzofurano[3,2-c]chromen C1=C2C3=C(COC2=CC=C1)C1=C(O3)C=CC=C1